Cl.[Cl-].C(C1=CC=CC=C1)NC(C[N+]1(CCCCCC1)CC(=O)NC1=C(SC=C1C)C(=O)N1CCN(CC1)C)=O 1-(2-(benzylamino)-2-oxoethyl)-1-(2-((4-methyl-2-(4-methylpiperazine-1-carbonyl)thiophen-3-yl)amino)-2-oxoethyl)azepan-1-ium chloride hydrochloride